Cl.FC1=NC=CC(=C1)C=1C=C2C(=C3C(=NC2=CC1)CCCCC3)N3C[C@H](CC3)N (S)-1-(2-(2-Fluoropyridin-4-yl)-7,8,9,10-tetrahydro-6H-cyclohepta[b]quinolin-11-yl)pyrrolidin-3-amine hydrochloride